tris-(trimethylsilane) phosphite P(O)(O)O.C[SiH](C)C.C[SiH](C)C.C[SiH](C)C